OC=1C=CC=C(C1)C=CC1=CC=C(C=C1)OC 5-hydroxy-4'-methoxystilbene